O1C(=NC2=C1C=CC=C2)C2=C(C(=CC=C2)C2=CC=CC=C2)O L-3-(benzo[d]oxazol-2-yl)-[1,1'-biphenyl]-2-ol